N-[2-[2-(dimethylamino)ethoxy]ethyl]-N-methylpropane-1,3-diamine CN(CCOCCN(CCCN)C)C